(1-(4-(difluoromethyl)phenyl)-1H-1,2,3-triazol-5-yl)methanol lithium (trifluoromethanesulfonate) FC(S(=O)(=O)[O-])(F)F.[Li+].FC(C1=CC=C(C=C1)N1N=NC=C1CO)F